(R)-6-(1-(fluoromethyl)cyclopropyl)-8-(methoxy-d3)-2-methyl-4-((1-(2-methyl-3-nitrophenyl)ethyl)amino)pyrido[4,3-d]pyrimidin-7(6H)-one FCC1(CC1)N1C=C2C(N=C(N=C2N[C@H](C)C2=C(C(=CC=C2)[N+](=O)[O-])C)C)=C(C1=O)OC([2H])([2H])[2H]